ethyl 5-(acetyloxy)-4-bromo-6-methoxy-1-benzothiophene-2-carboxylate C(C)(=O)OC=1C(=CC2=C(C=C(S2)C(=O)OCC)C1Br)OC